CN1C([C@H](COC2=C1C=CC=C2)NC(=O)C2=NN1C([C@H](OCC1)C1=CC=CC=C1)=C2)=O |&1:19| Racemic-N-[(3S)-5-methyl-4-oxo-2,3-dihydro-1,5-benzoxazepin-3-yl]-4-phenyl-6,7-dihydro-4H-pyrazolo[5,1-c][1,4]oxazine-2-carboxamide